C(C)NC=1SC(=C(N1)C(C(C)C)O)C(=O)OCC ethyl 2-(ethylamino)-4-(1-hydroxy-2-methylpropyl)thiazole-5-carboxylate